NC=1C(=CC(=C(C1)NC1=NC=C(C(=N1)N1CC(C2=NC(=CC=C21)C)(C)C)C(=O)OC(C)C)OC)N(CC2N(CCC2)C)C isopropyl 2-((5-amino-2-methoxy-4-(methyl((1-methylpyrrolidin-2-yl)methyl)amino)phenyl)amino)-4-(3,3,5-trimethyl-2,3-dihydro-1H-pyrrolo[3,2-b]pyridin-1-yl)pyrimidine-5-carboxylate